6-(2,2-difluoropropoxy)-1-methyl-4-[4-(5-methyl-1,3-benzoxazol-2-yl)piperidin-1-yl]-2-oxo-1,2-dihydroquinoline-3-carboxamide FC(COC=1C=C2C(=C(C(N(C2=CC1)C)=O)C(=O)N)N1CCC(CC1)C=1OC2=C(N1)C=C(C=C2)C)(C)F